OC=1C=C(C=NC1)C=1C=NN(C1)C=1C=C(C(=O)N2CCN(CC2)C2=CC=C(N=N2)C(=O)NS(=O)(=O)C)C=C(C1)C(F)(F)F 6-[4-[3-[4-(5-Hydroxypyridin-3-yl)pyrazol-1-yl]-5-(trifluoromethyl)benzoyl]piperazin-1-yl]-N-methylsulfonylpyridazine-3-carboxamide